2-aminoethyl-3-aminopropyl-silanetriol NCCO[Si](O)(O)CCCN